(R)-3-((1-(3-cyano-2-(4,4-difluoropiperidin-1-yl)-7-methyl-4-oxo-4H-pyrido[1,2-a]pyrimidin-9-yl)ethyl)amino)-6-methylpicolinic acid C(#N)C1=C(N=C2N(C1=O)C=C(C=C2[C@@H](C)NC=2C(=NC(=CC2)C)C(=O)O)C)N2CCC(CC2)(F)F